[1H]pyrido[3,4-b]indol C1N=CC=C2C1=NC1=CC=CC=C21